C1(=CC=C(C=C1)CC=C=O)C 3-(p-tolyl)prop-1-en-1-one